5-(methylsulfonyl)-2-phenyl-[1,2,4]triazolo[1,5-a][1,3,5]triazin-7-amine CS(=O)(=O)C1=NC=2N(C(=N1)N)N=C(N2)C2=CC=CC=C2